BrC1=CC=C(C=C1)S(=O)(=O)N1CCNCC1 1-(4-bromophenyl)sulfonyl-piperazine